(S)-5-(4-(6-fluoropyrimidin-4-yl)-2-methylpiperazin-1-yl)pyrazin-2-amine FC1=CC(=NC=N1)N1C[C@@H](N(CC1)C=1N=CC(=NC1)N)C